2-hydroxy-6-({1-[(1H-imidazol-4-yl)acetyl]azetidin-3-yl}oxy)benzoic acid OC1=C(C(=O)O)C(=CC=C1)OC1CN(C1)C(CC=1N=CNC1)=O